N=1C=NN2C1C=C(C=C2)OC=2C=C(C=CC2)[C@@H]2N(OCC2)C2=CC(=NC=N2)NC=2C(=CC(=C(C2)NC(C=C)=O)N2CCN(CC2)C)OC (R)-N-(5-((6-(3-(3-([1,2,4]triazolo[1,5-a]pyridin-7-yloxy)-phenyl)isoxazolidin-2-yl)pyrimidin-4-yl)amino)-4-methoxy-2-(4-methylpiperazin-1-yl)phenyl)acryl-amide